COC(=O)C=1C=CC2=C(N(C(=N2)CC2=C(C=C(C=C2)Br)CF)CCOC)C1 2-(4-bromo-2-(fluoromethyl)benzyl)-1-(2-methoxyethyl)-1H-benzo[d]Imidazole-6-carboxylic acid methyl ester